OCC(C1=CC=CC=C1)NC(=O)C1=CN(C=C1)C1=NC(=NC=C1C)N[C@H](CO)CC N-(2-hydroxy-1-phenylethyl)-1-(2-(((S)-1-hydroxy-butan-2-yl)amino)-5-methylpyrimidin-4-yl)-1H-pyrrole-3-carboxamide